(2,3-bis(non-8-en-1-yloxy)propoxy)methyltriazol chromium [Cr].C(CCCCCCC=C)OC(COCC=1N=NNC1)COCCCCCCCC=C